COC1=CC=C(C=C1)C1=CC2=C(OC3=C2C=CC=C3)C=C1 2-(4-methoxyphenyl)dibenzo[b,d]furan